CC1=CC(=NN1CC(=O)O)C(F)(F)F 2-(5-Methyl-3-(trifluoromethyl)-1H-pyrazol-1-yl)acetic acid